ClC1=C(C=C(C(=C1)OC)Cl)NC(=O)N1C2CNCC1CC2 N-(2,5-dichloro-4-methoxyphenyl)-3,8-diazabicyclo[3.2.1]Octane-8-carboxamide